OC1=C(C(=O)OCC2C3CCC(C2)C3)C=CC=C1 bicyclo[2.2.1]hept-2-ylmethyl 2-hydroxybenzoate